C1(CCC1)S(=O)(=O)NCCCCCCCCCCCCCCCC(=O)O 16-(cyclobutanesulfonamido)hexadecanoic acid